CC=1C=C(C=CC1)C1=C(C=CC(=C1)NC1=CC=CC=C1)C1=CC=C(C=C1)NC1=CC=CC=C1 (3-methylphenyl)-N,N'-diphenyl-[1,1-biphenyl]-4,4'-diamine